7-(dimethylamino)-4,5-dihydronaphtho-thiophene-2-carbaldehyde CN(C=1C=C2CCC3=C(C=C(S3)C=O)C2=CC1)C